N[C@@H](CC(=O)O)C(=O)O.C(C=C)N1CN(C=C1)C 1-allyl-3-methylimidazole aspartate